C1(=CC(=CC=C1)C1=CC=CC2=C1SC1=C2C=CC=C1C1=C(C=CC=C1)Br)C1=CC=CC=C1 4-([1,1'-biphenyl]-3-yl)-6-(2-bromophenyl)dibenzo[b,d]thiophene